2-(7-(2-(4-(3-(4-cyano-3-(trifluoromethyl)phenyl)-5,5-dimethyl-4-oxo-2-thioxoimidazol-1-yl)-2-ethylphenoxy)ethyl)-4,7-diazaspiro[2.5]oct-4-yl)acetamide hydrochloride Cl.C(#N)C1=C(C=C(C=C1)N1C(N(C(C1=O)(C)C)C1=CC(=C(OCCN2CCN(C3(CC3)C2)CC(=O)N)C=C1)CC)=S)C(F)(F)F